N-(2-trifluoromethylphenyl)-2-methyl-4H-pyrrolo[2,3-d]thiazole-5-carboxamide FC(C1=C(C=CC=C1)NC(=O)C1=CC2=C(N=C(S2)C)N1)(F)F